NC1=C(N=NC(=C1)C1=C(C=CC(=C1)Cl)F)C1CCC(CC1)C(=O)OC methyl 4-(4-amino-6-(5-chloro-2-fluorophenyl)pyridazin-3-yl)cyclohexane-1-carboxylate